NC1=C(C(=NC(=N1)N1CCC2(CC(C[C@H]2N)(F)F)CC1)C(=O)N)C1=C(C(=CC=C1)Cl)Cl 6-amino-2-[(1R)-1-amino-3,3-difluoro-8-azaspiro[4.5]decan-8-yl]-5-(2,3-dichlorophenyl)pyrimidine-4-carboxamide